[2'-((3-tert-butyl-2-hydroxy-5-methylphenyl)(3-methoxypropyl)amino)-5-methyl-3-(2-phenylpropan-2-yl)-[1,1'-biphenyl]-2-ol] hafnium [Hf].C(C)(C)(C)C=1C(=C(C=C(C1)C)N(C1=C(C=CC=C1)C=1C(=C(C=C(C1)C)C(C)(C)C1=CC=CC=C1)O)CCCOC)O